(3aR,5r,6aS)-5-[6-(1,3-dimethylpyrazol-4-yl)pyridazin-3-yl]oxy-2-(tetrahydropyran-4-ylmethyl)-3,3a,4,5,6,6a-hexahydro-1H-cyclopenta[c]pyrrole CN1N=C(C(=C1)C1=CC=C(N=N1)OC1C[C@@H]2[C@@H](CN(C2)CC2CCOCC2)C1)C